butyl (2-ethylhexyl) phosphate P(=O)(OCCCC)(OCC(CCCC)CC)[O-]